6-(5-(2-((2S,4R)-4-ethoxy-1-methylpyrrolidin-2-yl)ethyl)-2,3-difluorophenethyl)-4-methylpyridin-2-amine C(C)O[C@@H]1C[C@@H](N(C1)C)CCC=1C=C(C(=C(CCC2=CC(=CC(=N2)N)C)C1)F)F